ClC=1C=C2C(N(C3(C2=C(C1)F)CC3)CC3CC1(C3)OC(NC1)=O)CC1=C(C=NN1C)Cl 2-((5'-chloro-3'-((4-chloro-1-methyl-1H-pyrazol-5-yl)methyl)-7'-fluorospiro[cyclopropane-1,1'-isoindolin]-2'-yl)methyl)-5-oxa-7-azaspiro[3.4]octan-6-one